phenyl-3-pentanol C1(=CC=CC=C1)CCC(CC)O